tert-butyl 4-[(6-bromo-3-isoquinolyl)carbamoyl]piperidine-1-carboxylate BrC=1C=C2C=C(N=CC2=CC1)NC(=O)C1CCN(CC1)C(=O)OC(C)(C)C